FC1(CN(C1)C(=O)C1=CC=C(C=C1)[C@@H]1[C@H](C1)C=1C=2N(N=C(C1)C=1C(NC(NC1)=O)=O)C(=CN2)F)F 5-(8-((1S,2S)-2-(4-(3,3-difluoroazetidine-1-carbonyl)phenyl)cyclopropyl)-3-fluoroimidazo[1,2-b]pyridazin-6-yl)pyrimidine-2,4(1H,3H)-dione